C[C@H]1CN(CC(=C1)C=1C=NN(C1)C)CC1(COC1)C |r| (±)-3-Methyl-5-(1-methyl-1H-pyrazol-4-yl)-1-((3-methyloxetan-3-yl)methyl)-1,2,3,6-tetrahydropyridine